N-(1'-(3-((4,4-difluoropiperidin-1-yl)sulfonyl)benzoyl)-3-methylspiro[cyclopentane-1,3'-indolin]-5'-yl)methanesulfonamide FC1(CCN(CC1)S(=O)(=O)C=1C=C(C(=O)N2CC3(C4=CC(=CC=C24)NS(=O)(=O)C)CC(CC3)C)C=CC1)F